2-[3-(trifluoromethoxy) phenyl]Propyl 2,2-dimethylpropionate CC(C(=O)OCC(C)C1=CC(=CC=C1)OC(F)(F)F)(C)C